ClC=1C(=C(N)C=CC1)C 3-chloro-2-methyl-aniline